6-(4,4-difluoropiperidin-1-yl)-5-fluoro-N-methoxy-N-methylpyridine-3-carboxamide FC1(CCN(CC1)C1=C(C=C(C=N1)C(=O)N(C)OC)F)F